tert-butyl N-[(2S)-1-([9-[(tert-butyldimethylsilyl) oxy]non-2-yn-1-yl]oxy)-4-carbamoylbutan-2-yl]carbamate [Si](C)(C)(C(C)(C)C)OCCCCCCC#CCOC[C@H](CCC(N)=O)NC(OC(C)(C)C)=O